C(C)OC(C(=CN)C1=NN=NN1)=O 3-amino-2-(1H-tetrazole-5-yl)-acrylic acid ethyl ester